4-[8-(3-methoxycyclobutyl)-2-methylsulfonyl-7-oxo-pyrido[2,3-d]pyrimidin-6-yl]-8-methyl-2,3-dihydroquinoxaline-1-carboxylic acid tert-butyl ester C(C)(C)(C)OC(=O)N1CCN(C2=CC=CC(=C12)C)C1=CC2=C(N=C(N=C2)S(=O)(=O)C)N(C1=O)C1CC(C1)OC